3-(2-dibenzothienyl)biphenyl tert-Butyl-4-benzyl-2-(4-formylphenyl)piperazine-1-carboxylate C(C)(C)(C)OC(=O)N1C(CN(CC1)CC1=CC=CC=C1)C1=CC=C(C=C1)C=O.C1=C(C=CC=2SC3=C(C21)C=CC=C3)C=3C=C(C=CC3)C3=CC=CC=C3